OC1C=2C=C(C(NC2C=CC1O)=O)C 5,6-dihydroxy-3-methyl-2-oxo-1,2,5,6-tetrahydroquinoline